Tert-butyl N-[(1s,4s)-4-[(7-[[2-fluoro-4-(pyrazol-1-yl)phenyl]amino]-1,6-naphthyridin-2-yl)sulfanyl]cyclohexyl]carbamate FC1=C(C=CC(=C1)N1N=CC=C1)NC1=NC=C2C=CC(=NC2=C1)SC1CCC(CC1)NC(OC(C)(C)C)=O